2-chloro-N-((1r,4r)-4-(ethylsulfonamido)cyclohexyl)pyrimidine-4-carboxamide ClC1=NC=CC(=N1)C(=O)NC1CCC(CC1)NS(=O)(=O)CC